1-(2,5-Dimethoxyphenyl)thiourea COC1=C(C=C(C=C1)OC)NC(=S)N